BrC=1C(=NC=NC1OC)OC 5-bromo-4,6-dimethoxy-pyrimidine